COC=1C=C2CCN(CC2=CC1NC1=NC=C(C(=N1)NC1=CC=C(C=C1)C)C(=O)N)C 2-[(6-methoxy-2-methyl-1,2,3,4-tetrahydroisoquinolin-7-yl)amino]-4-[(4-methylphenyl)amino]pyrimidine-5-carboxamide